(S)-3-(((R)-3-(3,3-difluorobutyl)-5-(4-fluorophenyl)-2-methyl-1,1-dioxido-7-(trifluoromethyl)-2,3,4,5-tetrahydrobenzo[f][1,2,5]thiadiazepin-8-yl)oxy)-2-methylpropanoic acid FC(CC[C@H]1N(S(C2=C(N(C1)C1=CC=C(C=C1)F)C=C(C(=C2)OC[C@@H](C(=O)O)C)C(F)(F)F)(=O)=O)C)(C)F